C1CCCC12OCCC(C2)C(=O)OC Methyl 6-oxaspiro[4.5]decane-9-carboxylate